tert-butyl ((2-(2-(1-(2-((4,4-difluorocyclohexyl)amino)ethyl)cyclopropyl)ethoxy)-4-methylphenyl)sulfonyl)-L-prolinate FC1(CCC(CC1)NCCC1(CC1)CCOC1=C(C=CC(=C1)C)S(=O)(=O)N1[C@@H](CCC1)C(=O)OC(C)(C)C)F